BrCC=1C=C(C=CC1)NS(=O)(=O)C N-(3-(bromomethyl)phenyl)methanesulfonamide